3-(5-ethoxy-6-methyl-1-oxoisoindolin-2-yl)piperidine-2,6-dione C(C)OC=1C=C2CN(C(C2=CC1C)=O)C1C(NC(CC1)=O)=O